(1S,2S)-2-(2-((tert-Butoxycarbonyl)amino)-6-methoxypyridin-4-yl)cyclopropane-1-carboxylic acid HBr Br.C(C)(C)(C)OC(=O)NC1=NC(=CC(=C1)[C@@H]1[C@H](C1)C(=O)O)OC